4-((3-bromo-2-chlorophenyl)imino)-1,4λ6-oxathiolane 4-oxide BrC=1C(=C(C=CC1)N=S1(CCOC1)=O)Cl